BrCC1=C(C(=C(C(=C1C)CBr)C)CBr)C 2,4,6-tris(bromomethyl)trimethylbenzene